(4-bromo-2-chlorophenyl)-5,6,7,8-tetrahydropyrido[1,2-a]purin-10(3H)-one BrC1=CC(=C(C=C1)C=1NC=2N=C3N(C(C2N1)=O)CCCC3)Cl